tert-butyl (3R)-3-[3-pyrimidin-4-yl-1-(2-trimethylsilylethoxymethyl) pyrrolo[2,3-b]pyridin-4-yl]oxypiperidine-1-carboxylate N1=CN=C(C=C1)C1=CN(C2=NC=CC(=C21)O[C@H]2CN(CCC2)C(=O)OC(C)(C)C)COCC[Si](C)(C)C